racemic-6-[5-(1-aminoethyl)-3-bromo-1,2,4-triazol-1-yl]pyridine-3-carbonitrile N[C@H](C)C1=NC(=NN1C1=CC=C(C=N1)C#N)Br |r|